Ethyl 2-[5-[[(3S)-1-[5-[2-[2-[2-[2-(2-aminoethoxy) ethoxy]ethoxy]ethoxy]ethylamino]-3-pyridyl]piperidine-3-carbonyl]amino]-2-oxo-1-pyridyl]acetate NCCOCCOCCOCCOCCNC=1C=C(C=NC1)N1C[C@H](CCC1)C(=O)NC=1C=CC(N(C1)CC(=O)OCC)=O